2-(3-bromophenoxy)-9-(4-(methyl-d3)pyridin-2-yl)-9H-carbazole BrC=1C=C(OC2=CC=3N(C4=CC=CC=C4C3C=C2)C2=NC=CC(=C2)C([2H])([2H])[2H])C=CC1